1-(4-(6-((1-(1-hydroxy-cyclopropane-1-carbonyl)-2,3-dihydro-1H-pyrido[2,3-b][1,4]-oxazin-7-yl)amino)-pyridin-3-yl)phenyl)-pyrrolidin-2-one OC1(CC1)C(=O)N1C2=C(OCC1)N=CC(=C2)NC2=CC=C(C=N2)C2=CC=C(C=C2)N2C(CCC2)=O